C(OC)([O-])=O methyl carbonate